CC=1N=C2N(N=C(C=C2C)C=2C=CC(=C(C2)O)C2=CN=C(N=N2)N2C[C@H](NCC2)C)C1 5-(2,8-dimethylimidazo[1,2-b]pyridazin-6-yl)-2-{3-[(3R)-3-methylpiperazin-1-yl]-1,2,4-triazin-6-yl}phenol